(5-methyl-1,6-naphthyridin-3-yl)-1-(1-carbonyl-1,2-dihydroisoquinolin-5-yl)-5-(trifluoromethyl)-1H-pyrazole-4-carboxamide CC1=C2C=C(C=NC2=CC=N1)C1=NN(C(=C1C(=O)N)C(F)(F)F)C1=C2C=CNC(C2=CC=C1)=C=O